C(C)(C)(C)N=CC(C(C)C)([O-])C 1-(tert-butylimino)-2,3-dimethylbutan-2-olate